[N+](=O)([O-])C(=O)[C@H](O)[C@@H](O)[C@H](O)[C@H](O)CO nitroglucose